4-((5-((6-chloro-4-fluoropyridin-3-yl)ethynyl)pyridin-2-yl)methyl)morpholine ClC1=CC(=C(C=N1)C#CC=1C=CC(=NC1)CN1CCOCC1)F